2-{1-(cyclopropylmethyl)-3-[(3-methoxy-1-methyl-1H-pyrazol-4-yl)amino]-1H-indazol-5-yl}propan-2-ol C1(CC1)CN1N=C(C2=CC(=CC=C12)C(C)(C)O)NC=1C(=NN(C1)C)OC